(E)-1-(4-fluoro-2-(phenylethynyl)phenyl)-3-phenylprop-2-en-1-one FC1=CC(=C(C=C1)C(\C=C\C1=CC=CC=C1)=O)C#CC1=CC=CC=C1